N1C(CC2=CC=CC=C12)=O 2-indolinon